N=1C=C(N2C1C=CC=C2)C(=O)N2CC1=C(CC2)C(=CS1)C(=O)NC1=CC(=NN1C)C1(CC1)C(F)(F)F 6-(imidazo[1,2-a]pyridine-3-carbonyl)-N-(1-methyl-3-(1-(trifluoromethyl)cyclopropyl)-1H-pyrazol-5-yl)-4,5,6,7-tetrahydrothieno[2,3-c]pyridine-3-carboxamide